ClC=1C=NN2C1N=C1C(=C2NCC2=CC=C(C=C2)S(=O)(=O)N)CCC12CC2 4-(((3-chloro-6,7-dihydrospiro[cyclopenta[d]pyrazolo[1,5-a]pyrimidine-5,1'-cyclopropan]-8-yl)amino)methyl)benzenesulfonamide